C(C)(=O)OC1[C@H](OC(C)=O)[C@H](OC(C)=O)[C@H](O1)COC(C)=O 1,2,3,5-tetra-O-acetyl-D-ribofuranose